6-(bis(4-Methoxybenzyl)amino)-1'-(m-tolyl)-1',2',3',6'-tetrahydro-[2,4'-bipyridine]-3-carbaldehyde COC1=CC=C(CN(C2=CC=C(C(=N2)C=2CCN(CC2)C=2C=C(C=CC2)C)C=O)CC2=CC=C(C=C2)OC)C=C1